BrC1=C(CO)C(=CC=C1)Br 2,6-dibromobenzyl alcohol